FC1=CC=CC=2N(C(=NC21)C=2C(=NON2)N)CC2=CC=NC=C2 4-[4-fluoro-1-(pyridin-4-ylmethyl)benzoimidazol-2-yl]-1,2,5-oxadiazol-3-amine